C(CCCCCCCCCCCCCCCCC)(=O)OCCCC(OC(NCCOCCN(C)C)=O)CCCOC(CCCCCCCCCCCCCCCCC)=O 2-methyl-9-oxo-11-{3-[(1-oxooctadecyl) oxy] propyl}-2,8-diaza-5,10-dioxatetradecan-14-yl octadecanoate